O1C2=C(OCC1)C=C(C=C2)OC2CCN(CC2)C=2C(=C(C=1N(N2)C(C=CN1)=O)C)C 7-(4-((2,3-dihydrobenzo[b][1,4]dioxin-6-yl)oxy)piperidin-1-yl)-8,9-dimethyl-4H-pyrimido[1,2-b]pyridazin-4-one